CN(C1C2C3C=CCC3C(C1)C2)C 8-dimethylaminotricyclo[5.2.1.02,6]dec-4-ene